2-[6-amino-5-[8-[2-[3-(3-methylazetidin-1-yl)prop-1-ynyl]-4-pyridinyl]-3,8-diazabicyclo[3.2.1]oct-3-yl]pyridazin-3-yl]phenol NC1=C(C=C(N=N1)C1=C(C=CC=C1)O)N1CC2CCC(C1)N2C2=CC(=NC=C2)C#CCN2CC(C2)C